2-hydroxy-5-methoxyfuran-3-carboxylic acid OC=1OC(=CC1C(=O)O)OC